N1=CC=C(C=C1)\C=C\C1=CC=NC=C1 trans-1,2-bis-(4-pyridyl)ethylene